SODIUM Ascorbate O=C1C(O)=C([O-])[C@H](O1)[C@@H](O)CO.[Na+]